CN(C(OC(C)(C)C)=O)[C@H]1COC[C@@H](C1)OC=1C=2N(C=C(N1)C=1C=NN(C1)C)N=CC2 |r| rac-tert-butyl methyl((3R,5R)-5-((6-(1-methyl-1H-pyrazol-4-yl)pyrazolo[1,5-a]pyrazin-4-yl)oxy)tetrahydro-2H-pyran-3-yl)carbamate